4-(furo[3,2-c]pyridin-4-yl)-N-{trans-4-[(2-methoxyethyl)amino]cyclohexyl}benzamide O1C=CC=2C(=NC=CC21)C2=CC=C(C(=O)N[C@@H]1CC[C@H](CC1)NCCOC)C=C2